C(C1=CC=CC=C1)[C@H]1N(CC[C@@]1(C)O)C1=CC(=CC(N1)=O)N1CCOCC1 6-((2R,3R)-2-benzyl-3-hydroxy-3-methylpyrrolidin-1-yl)-4-morpholinopyridin-2(1H)-one